(5Z)-5,7-octadien-1-ylacetate C(CCC\C=C/C=C)CC(=O)[O-]